N-[3-(6-chloro-1,3-benzothiazol-2-yl)-1-bicyclo[1.1.1]pentanyl]-3-(1-methyl-1-methylsulfonyl-ethyl)pyrazole-1-carboxamide ClC1=CC2=C(N=C(S2)C23CC(C2)(C3)NC(=O)N3N=C(C=C3)C(C)(S(=O)(=O)C)C)C=C1